d-N-(4-(9-phenyl-9H-carbazol-3-yl)phenyl)-9H-fluoren-2-amine C1(=CC=CC=C1)N1C2=CC=CC=C2C=2C=C(C=CC12)C1=CC=C(C=C1)NC1=CC=2CC3=CC=CC=C3C2C=C1